FC(COCC=1C=C2C=C(NC2=C(C1)[N+](=O)[O-])C1=CC=CC=C1)F 5-((2,2-difluoroethoxy)methyl)-7-nitro-2-phenyl-1H-indole